OC(CC(CCCP(=O)OCOCOP(=O)CCCC(CC(C)O)C)C)C 6-hydroxy-4-methylheptylphosphinyloxymethyl ether